2-(2-(2-(2,6-dichlorophenyl)propan-2-yl)-1-(3,3'-difluoro-4'-(hydroxymethyl)-5'-(methylsulfonyl)-[1,1'-biphenyl]-4-yl)-1H-imidazol-4-yl)propan-2-ol ClC1=C(C(=CC=C1)Cl)C(C)(C)C=1N(C=C(N1)C(C)(C)O)C1=C(C=C(C=C1)C1=CC(=C(C(=C1)S(=O)(=O)C)CO)F)F